(S)-(4-(4-fluoropyrazolo[1,5-a]pyridin-2-yl)-6,7-dihydro-1H-imidazo[4,5-c]pyridin-5(4H)-yl)(5-(1-(trifluoromethyl)-1H-pyrazol-3-yl)-1,3,4-oxadiazol-2-yl)methanone FC=1C=2N(C=CC1)N=C(C2)[C@H]2N(CCC1=C2N=CN1)C(=O)C=1OC(=NN1)C1=NN(C=C1)C(F)(F)F